Cl.N[C@H](C)C=1C=C(OCC(=O)NC)C=C(C1)C=1C=NN(C1)C 2-[3-[(1R)-1-aminoethyl]-5-(1-methylpyrazol-4-yl)phenoxy]-N-methyl-acetamide hydrochloride